2-Hydroxymethylpropiophenone OCC(C(=O)C1=CC=CC=C1)C